NC=1C(=NC(=CN1)C=1C=NN(C1)C)C=1C=C(C(N(N1)C1=CC(=CC(=C1)OC)OC)=O)CC 6-(3-Amino-6-(1-methyl-1H-pyrazol-4-yl)pyrazin-2-yl)-2-(3,5-dimethoxyphenyl)-4-ethylpyridazin-3(2H)-on